OC1=C(C=O)C=C(C=C1)C=1C(=NC(=NC1)NC1=C(C=C(C=C1)N1CCC(CC1)N1CCN(CC1)C)OC)C1=CC=CC=C1 2-hydroxy-5-[2-({2-methoxy-4-[4-(4-methylpiperazin-1-yl)piperidin-1-yl]phenyl}amino)-4-phenylpyrimidin-5-yl]benzaldehyde